OC=1C=C(C=CC1O)/C=C/C(=O)O[C@@H]1C[C@@](C[C@H]([C@H]1OC(\C=C\C1=CC(=C(C=C1)O)O)=O)O)(C(=O)O)O (1S,3R,4R,5R)-3,4-bis[[(E)-3-(3,4-dihydroxyphenyl)prop-2-enoyl]oxy]-1,5-dihydroxycyclohexane-1-carboxylic acid